4-[2-(4-methoxyphenyl)-2,6-diazaspiro[3.4]octan-6-yl]-1-methyl-2-oxo-1,2-dihydro-quinoline-3-carbonitrile COC1=CC=C(C=C1)N1CC2(C1)CN(CC2)C2=C(C(N(C1=CC=CC=C21)C)=O)C#N